4-(6-(1-(1-acryloyl-piperidin-4-yl)-1H-pyrazol-4-yl)-4-amino-7-methyl-7H-pyrrolo[2,3-d]pyrimidin-5-yl)-N-methyl-N-((3-methyl-1,2,4-oxadiazol-5-yl)methyl)benzamide C(C=C)(=O)N1CCC(CC1)N1N=CC(=C1)C1=C(C2=C(N=CN=C2N)N1C)C1=CC=C(C(=O)N(CC2=NC(=NO2)C)C)C=C1